3-(5-((R)-3-hydroxy-1-methyl-2-oxopyrrolidin-3-yl)isoxazol-3-yl)piperidine-1-carboxylic acid tert-butyl ester C(C)(C)(C)OC(=O)N1CC(CCC1)C1=NOC(=C1)[C@]1(C(N(CC1)C)=O)O